C(C)[C@]1(C(OCC=2C(N3CC=4C(=NC=5C=CC(=C6C5C4CCC6)O)C3=CC21)=O)=O)O (S)-9-ethyl-4,9-dihydroxy-1,2,3,9,12,15-hexahydro-10H,13H-benzo[de]pyrano[3',4':6,7]indolizino[1,2-b]quinoline-10,13-dione